C(C)(C)(C)C1=NCCC2=C1N=C(S2)C2=C(C=C(C(=C2)O[C@H](C(F)(F)F)C)C(NC2=C(C=CC=C2F)Cl)=O)F (S)-tert-butyl-2-(4-((2-chloro-6-fluorophenyl)carbamoyl)-2-fluoro-5-((1,1,1-trifluoropropan-2-yl)oxy)phenyl)-6,7-dihydrothiazolo[4,5-c]pyridine